N-((1r,3R)-3-(hydroxymethyl)cyclobutyl)-2-((1r,4R)-4-(piperazin-1-yl)cyclohexyl)-5-(6-(trifluoromethyl)pyridinecarboxamido)-2H-indazole-6-carboxamide hydrochloride Cl.OCC1CC(C1)NC(=O)C=1C(=CC2=CN(N=C2C1)C1CCC(CC1)N1CCNCC1)NC(=O)C1=NC(=CC=C1)C(F)(F)F